5-methoxy-6-(1H-pyrazol-1-yl)pyrazine-2-carboxylic acid COC=1N=CC(=NC1N1N=CC=C1)C(=O)O